(E)-5-chloro-4-(4-chloro-1-methyl-1H-pyrazol-5-yl)-2-thiophenebenzamide ClC1=C(C=C(S1)C1=CC=CC=C1C(=O)N)C1=C(C=NN1C)Cl